CCCCCCCCCCCCCCCCCCCCCC(=O)OC[C@H](COP(=O)(O)OC[C@H](CO)O)OC(=O)CCCCCCCCC/C=C\C/C=C\CCCCC 1-docosanoyl-2-(11Z,14Z-eicosadienoyl)-glycero-3-phospho-(1'-sn-glycerol)